BrCC1C2(C13CC3)CC2 7-(bromomethyl)dispiro[2.0.2.1]heptane